CN1N=CC(=C1)C1=NC=CC(=N1)C(=O)OCC Ethyl 2-(1-methylpyrazol-4-yl)pyrimidine-4-carboxylate